COC1N(CCC12CCCCC2)C(=O)OC(C)(C)C tert-butyl 1-methoxy-2-azaspiro[4.5]decane-2-carboxylate